2-(trimethylsilyl)ethyl (3S,5R)-3-((tert-butyldimethylsilyl)oxy)-5-ethynyl-2-methylpyrrolidine-1-carboxylate [Si](C)(C)(C(C)(C)C)O[C@@H]1C(N([C@H](C1)C#C)C(=O)OCC[Si](C)(C)C)C